N-[(1R)-2-hydroxy-1-{3-[4-(trifluoromethyl)phenyl]-1,2,4-oxadiazol-5-yl}ethyl]benzamide OC[C@H](C1=NC(=NO1)C1=CC=C(C=C1)C(F)(F)F)NC(C1=CC=CC=C1)=O